ClC=1C=CC2=C(CC(CC(N2)=O)NC(OC(C)(C)C)=O)C1 Tert-butyl (7-chloro-2-oxo-2,3,4,5-tetrahydro-1H-1-benzazepin-4-yl)carbamate